C(C)(C)(C)OC(=O)[C@H]1[C@@H](C1)CCO.OC1=C(C(=CC(=C1)OCOC)OCOC)C(C)=O 1-(2-hydroxy-4,6-bis(methoxymethoxy)phenyl)ethan-1-one tert-butyl-(1R,2S)-2-(2-hydroxyethyl)cyclopropanecarboxylate